3-(1-oxo-5-(4,4,5,5-tetramethyl-1,3,2-dioxaborolan-2-yl)isoindolin-2-yl)piperidine-2,6-dione O=C1N(CC2=CC(=CC=C12)B1OC(C(O1)(C)C)(C)C)C1C(NC(CC1)=O)=O